C=1N=CN2C1CN(CC2)C2=CC=C(C=N2)N2N=C(C1=CC=CC(=C21)C)C=2C1=CN(N=C1C=CC2)C 1-(6-{5H,6H,7H,8H-imidazo[1,5-a]pyrazin-7-yl}pyridin-3-yl)-2',7-dimethyl-1H,2'H-3,4'-biindazole